N-((4-(tert-butyl)phenyl)sulfonyl)-N-phenylmethylacrylamide C(C)(C)(C)C1=CC=C(C=C1)S(=O)(=O)N(C(C=C)=O)CC1=CC=CC=C1